(R)-2-amino-6-(bis(3-((1,3-dihydroxypropan-2-yl)oxy)-2-(((1,3-dihydroxypropan-2-yl)oxy)methyl)propyl)amino)hexanamide N[C@@H](C(=O)N)CCCCN(CC(COC(CO)CO)COC(CO)CO)CC(COC(CO)CO)COC(CO)CO